8-bromo-3-(tert-butyl)-6-((5-methylthiophene-2-yl)methyl)pyrido[2,3-e][1,2,4]triazolo[4,3-c]pyrimidin-5(6H)-one BrC1=CC2=C(C=3N(C(N2CC=2SC(=CC2)C)=O)C(=NN3)C(C)(C)C)N=C1